3β,5α,6β,7α,17β-pentahydroxyandrostane O[C@@H]1C[C@@]2([C@@H]([C@H]([C@H]3[C@@H]4CC[C@@H]([C@@]4(C)CC[C@@H]3[C@]2(CC1)C)O)O)O)O